acetic acid n-butyl-acetate C(CCC)OC(C)=O.C(C)(=O)O